4-fluoro-1-(2-fluorophenylmethyl)-N-((7S,7aS,8aR)-5-methyl-6-oxo-5,6,7,7a,8,8a-hexahydrocyclopropa[d]pyrazino[2,3-b]azepin-7-yl)-1H-pyrazole-3-carboxamide FC=1C(=NN(C1)CC1=C(C=CC=C1)F)C(=O)N[C@H]1[C@@H]2[C@H](C3=C(N(C1=O)C)N=CC=N3)C2